C(=O)C1CCCCO1 6-formyltetrahydro-2H-pyran